trans-β-styrylboronic acid B(/C=C/C1=CC=CC=C1)(O)O